N-(4-(5-(2-(4,4-difluoropiperidin-1-yl)-6-methylpyridin-4-yl)-1,3,4-oxadiazol-2-yl)-3-(6-azaspiro[2.5]octan-6-yl)phenyl)-1-hydroxypropane-2-sulfonamide FC1(CCN(CC1)C1=NC(=CC(=C1)C1=NN=C(O1)C1=C(C=C(C=C1)NS(=O)(=O)C(CO)C)N1CCC2(CC2)CC1)C)F